NC1=CC=C(C=C1)C=1SC(=CN1)C1=C(C=C(C=C1)NC(=O)NCC1=CC=CC=C1)S(=O)(=O)NC(C)(C)C 2-(2-(4-aminophenyl)thiazol-5-yl)-5-(3-benzylureido)-N-(tert-butyl)benzenesulfonamide